N-Boc-L-valine-1-13C C(=O)(OC(C)(C)C)N[C@@H](C(C)C)[13C](=O)O